COC1=C(C=C(C(=C1)C)OC)CC(C)=O 1-(2,5-dimethoxy-4-methylphenyl)propan-2-one